C(C)(C)(C)OC(=O)N1C[C@@H](CCC1)C(=O)NN (R)-3-(hydrazinocarbonyl)piperidine-1-carboxylic acid tert-butyl ester